C(C)OC1=CC=C(\C=C\2/CCC=3C=CC(=CC3C2=O)C(=O)O)C=C1 (E)-7-(4-ethoxybenzylidene)-8-oxo-5,6,7,8-tetrahydronaphthalene-2-carboxylic acid